FC1=C(C=CC=C1C(F)(F)F)NC=1C2=C(N=CN1)C=CC(=N2)N2[C@@H]1CN([C@H](C2)C1)C(C=C)=O 1-((1S,4S)-5-(4-((2-Fluoro-3-(trifluoromethyl)phenyl)amino)pyrido[3,2-d]pyrimidin-6-yl)-2,5-diazabicyclo[2.2.1]heptan-2-yl)prop-2-en-1-one